N-(cyanomethyl)-4-(2-((1-(1-(2,2-difluorocyclopropanecarbonyl)piperidin-4-yl)-1H-pyrazol-4-yl)amino)-5-methylpyrimidin-4-yl)benzamide C(#N)CNC(C1=CC=C(C=C1)C1=NC(=NC=C1C)NC=1C=NN(C1)C1CCN(CC1)C(=O)C1C(C1)(F)F)=O